2-(2-((2-oxa-6-azaspiro[3.3]hept-6-yl)methyl)-6-chlorobenzyl)isoindoline-1,3-dione C1OCC12CN(C2)CC2=C(CN1C(C3=CC=CC=C3C1=O)=O)C(=CC=C2)Cl